6-chloro-3-[hydroxy-(5-methoxy-2-pyridyl)methylene]-5-(4-morpholinophenyl)indolin-2-one ClC1=C(C=C2C(C(NC2=C1)=O)=C(C1=NC=C(C=C1)OC)O)C1=CC=C(C=C1)N1CCOCC1